C=1(C(=C(C(=CC1)[2H])C=O)[2H])C=1C(=CC=CC1[2H])[2H] [1,1'-biphenyl]-2,2',4,6'-d4-3-carbaldehyde